ClC1=C(C=C(C=C1)N1C=2C=CC(=NC2C(CC1)(C)C)C(=O)N1C(CN(CC1)C1=CC=C(C=N1)CC(=O)OC)(C)C)F methyl 2-(6-(4-(5-(4-chloro-3-fluorophenyl)-8,8-dimethyl-5,6,7,8-tetrahydro-1,5-naphthyridine-2-carbonyl)-3,3-dimethylpiperazin-1-yl)pyridin-3-yl)acetate